FC1=C(C=CC(=C1)F)N1N=CC=2C1=NC(=NC2O)N2C1CN(CC2C1)C(C(F)F)=O 1-[6-[1-(2,4-difluorophenyl)-4-hydroxy-pyrazolo[3,4-d]pyrimidin-6-yl]-3,6-diazabicyclo[3.1.1]heptan-3-yl]-2,2-difluoro-ethanone